FC(C(O)C=1SC(=CN1)C1=NC(=NC=C1C(F)(F)F)NC1CCN(CC1)S(=O)(=O)C=1C=NN(C1)C)F 2,2-difluoro-1-(5-(2-((1-((1-methyl-1H-pyrazol-4-yl)sulfonyl)piperidin-4-yl)amino)-5-(trifluoromethyl)pyrimidin-4-yl)thiazol-2-yl)ethan-1-ol